CC(C)(C)OC(=O)N1CC([C@@H](CC1)OCC#C)(F)F (4R)-3,3-difluoro-4-(prop-2-ynyloxy)piperidine-1-carboxylic acid-2-methylprop-2-yl ester